N,N,N-trimethyl-benzylammonium hydroxide [OH-].C[N+](C)(C)CC1=CC=CC=C1